(2E)-2-(4-chloropent-2-en-1-yl)cyclopentan-1-one ClC(/C=C/CC1C(CCC1)=O)C